2-chloro-N-(5-(2-(((1r,4r)-4-(dimethylamino)cyclohexyl)amino)-8-ethylquinazolin-6-yl)-3-fluoro-6-methylpyridin-2-yl)benzenesulfonamide ClC1=C(C=CC=C1)S(=O)(=O)NC1=NC(=C(C=C1F)C=1C=C2C=NC(=NC2=C(C1)CC)NC1CCC(CC1)N(C)C)C